(4-(benzo[d][1,3]dioxol-4-ylamino)-6-(phenylcarbamoyl)pyridin-2-yl)carbamic acid tert-butyl ester C(C)(C)(C)OC(NC1=NC(=CC(=C1)NC1=CC=CC=2OCOC21)C(NC2=CC=CC=C2)=O)=O